rhodium-palladium-copper [Cu].[Pd].[Rh]